3-[2-(t-Butyldithio)ethyl]pyridine 4-hexyldecyl-8-[2-[2-[2-(dimethylamino)ethoxy]ethoxy]ethyl-[8-(4-hexyldecoxy)-8-oxo-octyl]amino]octanoate C(CCCCC)C(CCCOC(CCCCCCCN(CCCCCCCC(=O)OCCCC(CCCCCC)CCCCCC)CCOCCOCCN(C)C)=O)CCCCCC.C(C)(C)(C)SSCCC=1C=NC=CC1